C1(=C(C=CC=C1)C1=C(C2=C([Se]C3=C2C=CC=C3)C=C1)C1=C(C=CC=C1)C1=NN=NC(=C1C1=CC=CC=C1)C1=CC=CC=C1)C1=CC=CC=C1 (biphenylyl)[(diphenyltriazinyl)phenyl]dibenzoselenophene